methyl (1r,4r)-4-((5-(2-(2-aminopyridin-3-yl)-6-(trifluoromethoxy)-1H-benzo[d]imidazol-1-yl)pyridin-2-yl)carbamoyl)cyclohexane-1-carboxylate NC1=NC=CC=C1C1=NC2=C(N1C=1C=CC(=NC1)NC(=O)C1CCC(CC1)C(=O)OC)C=C(C=C2)OC(F)(F)F